C1(CCCCC1)C1COCCN1C1=NC=C2C(=N1)N(N=C2C=2C(=C(C(=C(C2)C(F)(F)F)F)O)F)C 3-(6-(3-Cyclohexylmorpholino)-1-methyl-1H-pyrazolo[3,4-d]pyrimidin-3-yl)-2,6-difluoro-5-(trifluoromethyl)phenol